divinylbis(3-methylpentenyloxy)silane C(=C)[Si](OC=CC(CC)C)(OC=CC(CC)C)C=C